3-(2-(((6-bromopyrimidin-4-yl)amino)methyl)-5-cyclopropylpyrazolo[1,5-a]pyridin-7-yl)-2,2-dimethylpropanenitrile BrC1=CC(=NC=N1)NCC1=NN2C(C=C(C=C2CC(C#N)(C)C)C2CC2)=C1